N1(CCC1)C(C(C(CC1CC1)NC(=O)[C@@H]1[C@H]2C([C@H]2CN1C([C@H](C(C)(C)C)NC(C(C)C)=O)=O)(C)C)=O)=O (1R,2S,5S)-N-(4-(azetidin-1-yl)-1-cyclopropyl-3,4-dioxobutan-2-yl)-3-((S)-2-isobutyramido-3,3-dimethylbutanoyl)-6,6-dimethyl-3-azabicyclo[3.1.0]hexane-2-carboxamide